C(C#CC)N1CC(N(C(C1)C)C(C(C)C)=O)C(=O)NCC1=CC=C(C=C1)C=1OC=CC1 4-(but-2-yn-1-yl)-N-{[4-(furan-2-yl)phenyl]methyl}-6-methyl-1-(2-methylpropanoyl)piperazine-2-carboxamide